[Cl-].[Cl-].C[SiH](C)[Hf+2](C1C=CC2=CC=3CCCC3C=C12)C1C=CC=2C3=C(C=CC12)C=CC=C3 Rac-dimethylsilyl-(benz[e]inden-3-yl)(1,5,6,7-tetrahydro-s-indacenyl)hafnium dichloride